5-(2-((6-fluoro-2-methylquinazolin-4-yl)thio)acetyl)thiophen FC=1C=C2C(=NC(=NC2=CC1)C)SCC(=O)C1=CC=CS1